N-[2-(2-Fluoro-5-hydroxy-1H-indol-3-yl)ethyl]acetamide FC=1NC2=CC=C(C=C2C1CCNC(C)=O)O